2-cyano-5-fluoropyrimidin C(#N)C1=NC=C(C=N1)F